water strontium [Sr].O